P(O)(=O)(OP(=O)(O)OP(=O)(O)O)OC[C@@H]1[C@H]([C@]([C@@H](O1)N1C(=O)NC(=O)C=C1)(O)N=[N+]=[N-])O 2'-azido-uridine triphosphate